1-(3-chlorobenzyl)piperidine-4-carbaldehyde ClC=1C=C(CN2CCC(CC2)C=O)C=CC1